C(C)(C)(C)OC(=O)N1CCN(CCC1)C=1C=CN2N=CN=C(C21)NC2=CC(=C(C=C2)OC2=CC=1N(C=C2)N=CN1)C.ClC1=C(C=CC=C1)C=1OC=CC1 2-(2-Chlorophenyl)furan tert-butyl-4-(4-((4-([1,2,4]triazolo[1,5-a]pyridin-7-yloxy)-3-methylphenyl)amino)pyrrolo[2,1-f][1,2,4]triazin-5-yl)-1,4-diazepane-1-carboxylate